BrC=1C=CC(=C(C1)NC=1C=C(OCCOCCNC(OC(C)(C)C)=O)C=CC1)[N+](=O)[O-] tert-Butyl (2-(2-(3-((5-bromo-2-nitrophenyl)amino)phenoxy)ethoxy)ethyl)carbamate